1-methyl-1-(propenyl)benzene CC1(CC=CC=C1)C=CC